CC(=O)CCCC methyl-n-butyl ketone